C(=O)(OC(C)(C)C)N=C(NC1=C(C=CC=C1)O)NC(=O)OC(C)(C)C [N',N''-Di(Boc)guanidino]phenol